C(C)(C)(C)OC(=O)N1[C@H](C[C@@H](C1)F)C1=C(C=CC(=C1)F)OC(C)CCCNC1=C(C=NC2=CC=C(C=C12)Br)N (2R,4S)-2-(2-(5-(3-amino-6-bromoquinolin-4-ylamino)pent-2-yloxy)-5-fluorophenyl)-4-fluoropyrrolidine-1-carboxylic acid tert-butyl ester